N1=CC=C(C=C1)C=1N=C(C2=C(N1)C=NC=C2)NCCCCCC(=O)O 6-{[2-(pyridin-4-yl)pyrido[3,4-d]Pyrimidin-4-yl]Amino}caproic acid